N-(azetidin-3-yl)-2-(4-(2-chloro-4-((3-(1-(2,2-difluoroethyl)-3-(trifluoromethyl)-1H-pyrazol-4-yl)imidazo[1,2-a]pyrazin-8-yl)amino)benzoyl)piperazin-1-yl)acetamide N1CC(C1)NC(CN1CCN(CC1)C(C1=C(C=C(C=C1)NC=1C=2N(C=CN1)C(=CN2)C=2C(=NN(C2)CC(F)F)C(F)(F)F)Cl)=O)=O